7-fluoro-4-isopropyl-2-(1-methoxybutan-2-yl)isoquinolin-1(2H)-one FC1=CC=C2C(=CN(C(C2=C1)=O)C(COC)CC)C(C)C